C(C)C(COC)(COC)C(C)(C)C 2-ethyl-2-tert-butyl-1,3-dimethoxypropane